C1(CC1)C=1OC2=C(N1)C=CC=C2C(=O)[O-] 2-cyclopropylbenzo[d]oxazole-7-carboxylate